4-bromo-7-fluoro-N-methyl-1H-benzo[d]imidazole-2-carboxamide BrC1=CC=C(C=2NC(=NC21)C(=O)NC)F